CN1C(C2=CC=C(C=C2C1=O)NC(NC1=CC=CC=C1)=O)=O 3-(2-methyl-1,3-dioxo-2,3-dihydro-1H-isoindol-5-yl)-1-phenylurea